ClC1=C(C=C(C(=C1)C(F)(F)F)F)NC(CN1C=2N(C(C(=C1CC)N1CCNCC1)=O)N=C(N2)N2CCOCC2)=O N-(2-chloro-5-fluoro-4-(trifluoromethyl)phenyl)-2-(5-ethyl-2-morpholino-7-oxo-6-(piperazin-1-yl)-[1,2,4]triazolo[1,5-a]pyrimidin-4(7H)-yl)acetamide